CN1N=C(C(=C1)C1=C2C(=NC=C1)NC=C2)C2=NC=C(C=C2)OC(F)(F)F 4-[1-Methyl-3-[5-(trifluoromethoxy)-2-pyridyl]pyrazol-4-yl]-1H-pyrrolo[2,3-b]pyridine